2-(4-(4-((4-chloro-2-fluorobenzofuran-7-yl)methoxy)-5-fluoropyrimidin-2-yl)cyclohex-3-en-1-yl)acetic acid ClC1=CC=C(C2=C1C=C(O2)F)COC2=NC(=NC=C2F)C2=CCC(CC2)CC(=O)O